N-(6'-(Difluoromethoxy)-6-methoxy-[2,3'-bipyridin]-5-yl)-5-methyl-3-phenylisoxazole-4-carboxamide FC(OC1=CC=C(C=N1)C1=NC(=C(C=C1)NC(=O)C=1C(=NOC1C)C1=CC=CC=C1)OC)F